tert-butyl 6-(2-((1,4-dimethylpiperidin-4-yl)methyl)benzo[d]thiazol-5-yl)-3-methyl-3,4-dihydropyridine-1(2H)-carboxylate CN1CCC(CC1)(C)CC=1SC2=C(N1)C=C(C=C2)C2=CCC(CN2C(=O)OC(C)(C)C)C